C(C)(C)(C)OC(=O)N1CCN(CC1)CC1=CC=C(C=C1)OC 4-(4-methoxybenzyl)piperazine-1-carboxylic acid tert-butyl ester